C1(CC1)NC(=O)C1=CN=C2N1N=C(C=C2NC)NC=2C(N(C=CC2)C2=NC=C(C=C2)C(=O)O)=O 3-((3-(cyclopropylcarbamoyl)-8-(methylamino)imidazo[1,2-b]pyridazin-6-yl)amino)-2-oxo-2H-[1,2'-bipyridine]-5'-carboxylic acid